C1CC(=O)NC(=O)C1N The molecule is a dicarboximide that is piperidine-2,6-dione substituted at position 3 by an amino group. It is a dicarboximide, a member of piperidones and a primary amino compound. It derives from a piperidine-2,6-dione. It is a conjugate base of a pyroglutamine(1+).